6-(2-{5-[(3R,5R)-3-amino-5-fluoropiperidine-1-carbonyl]-1-methyl-1H-1,3-benzodiazol-2-yl}-1-(cyclopropylmethyl)-1H-pyrrolo[2,3-b]pyridin-6-yl)-2,3-dihydro-1H-isoindol-1-one N[C@H]1CN(C[C@@H](C1)F)C(=O)C1=CC2=C(N(C(=N2)C2=CC=3C(=NC(=CC3)C3=CC=C4CNC(C4=C3)=O)N2CC2CC2)C)C=C1